4-CHLORO-3-FORMYLPYRAZOLE ClC=1C(=NNC1)C=O